bismuthanone [BiH]=O